N'-cyclohexylmethylenebenzoyl-hydrazine C1(CCCCC1)C=NNC(C1=CC=CC=C1)=O